4-((2S)-1-((5-methoxy-7-methyl-1H-indol-4-yl)methyl)-4-(prop-2-yn-1-yl)piperidine-2-yl)benzoic acid COC=1C(=C2C=CNC2=C(C1)C)CN1[C@@H](CC(CC1)CC#C)C1=CC=C(C(=O)O)C=C1